(4-(1H-pyrazol-1-yl)benzyl)-2-(3-isopropylpyridin-4-yl)-7-methyl-7,9-dihydro-8H-purin-8-one N1(N=CC=C1)C1=CC=C(CN2C3=NC(=NC=C3N(C2=O)C)C2=C(C=NC=C2)C(C)C)C=C1